COC1=CC=C(C2=C1NC(=N2)NC(=O)C2=CC=NC=C2)C=2C=NN(C2)C N-[7-methoxy-4-(1-methyl-1H-pyrazol-4-yl)-1H-1,3-benzodiazol-2-yl]pyridine-4-carboxamide